ClCC(=O)N1[C@@H](C=2NC3=CC=CC=C3C2C[C@@H]1C(=O)OC)C1=CC=C(C=C1)C(NCCOCCOCCOCCOCCC(NCCCC(CC)(C1=CC=CC=C1)C1=CC=CC=C1)=O)=O methyl (1R,3R)-2-(2-chloroacetyl)-1-(4-((15-oxo-20,20-diphenyl-3,6,9,12-tetraoxa-16-azabehenyl) carbamoyl) phenyl)-2,3,4,9-tetrahydro-1H-pyrido[3,4-b]indole-3-carboxylate